BrC1=CC=2C(C3=CC=C(C=C3C(C2C=C1)(C#CCCCCCC)O[Si](C)(C)C)Br)(C#CCCCCCC)O[Si](C)(C)C ((2,6-dibromo-9,10-di(oct-1-yn-1-yl)-9,10-dihydroanthracene-9,10-diyl)bis(oxy))bis(trimethylsilane)